8-(trifluoromethoxy)-5H-pyrazino[2,3-b]indole FC(OC1=CC=2C3=C(NC2C=C1)N=CC=N3)(F)F